Ethyl (1S,2S,3R,4S)-5,5-difluoro-3-((2-(5-fluoro-1-tosyl-1H-pyrrolo[2,3-b]pyridine-3-yl)pyrrolo[2,1-f][1,2,4]triazin-4-yl)amino)bicyclo[2.2.2]octane-2-carboxylate FC1([C@@H]2[C@@H]([C@H]([C@H](C1)CC2)C(=O)OCC)NC2=NC(=NN1C2=CC=C1)C1=CN(C2=NC=C(C=C21)F)S(=O)(=O)C2=CC=C(C)C=C2)F